N-((7R)-2-Cyano-2-azabicyclo[2.2.1]heptan-7-yl)-2'-(phenylthio)-[1,1'-biphenyl]-4-carboxamid C(#N)N1C2CCC(C1)[C@H]2NC(=O)C2=CC=C(C=C2)C2=C(C=CC=C2)SC2=CC=CC=C2